(S)-N-(3-(5-Fluoro-2-(2-fluoro-3-(methylsulfonyl)phenylamino)pyrimidin-4-yl)-1H-indol-7-yl)-2-((3S,5S)-3,4,5-trimethylpiperazin-1-yl)butanamid FC=1C(=NC(=NC1)NC1=C(C(=CC=C1)S(=O)(=O)C)F)C1=CNC2=C(C=CC=C12)NC([C@H](CC)N1C[C@@H](N([C@H](C1)C)C)C)=O